(2R)-2-bromo-N-(3-chloro-4-(2H-tetrazol-5-yl)phenyl)-3-(tetrahydro-2H-pyran-2-yl)propanamide Br[C@@H](C(=O)NC1=CC(=C(C=C1)C=1N=NNN1)Cl)CC1OCCCC1